COC=1C=C2C(=NC(=NC2=CC1OC)C)N[C@H](C)C=1C=C(C=CC1)C1=CC(=CC=C1)N1CCOCC1 6,7-dimethoxy-2-methyl-N-{(1R)-1-[3'-(morpholin-4-yl)biphenyl-3-yl]ethyl}quinazolin-4-amine